tert-butyl 5-(6-(methoxycarbonyl)-2-(methylamino)pyridin-3-yl)-6-azaspiro[2.5]oct-4-ene-6-carboxylate COC(=O)C1=CC=C(C(=N1)NC)C1=CC2(CC2)CCN1C(=O)OC(C)(C)C